N-((5-cyclopropyl-1H-indazol-4-yl)methyl)-4-(difluoromethoxy)-benzamide C1(CC1)C=1C(=C2C=NNC2=CC1)CNC(C1=CC=C(C=C1)OC(F)F)=O